N-methyl-N-(p-trifluoromethylphenyl)methacrylamide CN(C(C(=C)C)=O)C1=CC=C(C=C1)C(F)(F)F